2-(benzotriazol-2-yl)-4,6-bis(2-phenylpropane-2-yl)phenol N=1N(N=C2C1C=CC=C2)C2=C(C(=CC(=C2)C(C)(C)C2=CC=CC=C2)C(C)(C)C2=CC=CC=C2)O